C(O)([O-])=O.C(O)(O)=O.[K+].O1C=C(C2=C1C=CC=C2)C(=O)C2=CC(=C(C(=C2)Br)O)Br Benzofuran-3-yl-(3,5-dibromo-4-hydroxyphenyl)methanone Potassium bicarbonate hydrogencarbonate